CC1(OCC2(C1)CCC(CC2)C=O)C (5S,8S)-3,3-dimethyl-2-oxaspiro[4.5]Decane-8-carbaldehyde